Cl.N[C@@H]1CN(CCC1)C1=CC(=NC=C1C=1C=NN(C1)C1CC(OC(C1)(C)C)(C)C)NC1=NC(=NC=C1)C1=C(C=CC=C1OC)F (S)-N-(4-(3-aminopiperidin-1-yl)-5-(1-(2,2,6,6-tetramethyltetrahydro-2H-pyran-4-yl)-1H-pyrazol-4-yl)pyridin-2-yl)-2-(2-fluoro-6-methoxyphenyl)pyrimidin-4-amine hydrochloride